C(C)[Si](O[C@@H]1CNCC1)(CC)CC (3S)-3-triethylsilyloxypyrrolidin